FC(OC1=C(C=CC=C1)NN)F (2-(Difluoromethoxy)phenyl)hydrazine